21-Hydroxy-heneicosanoic acid OCCCCCCCCCCCCCCCCCCCCC(=O)O